6,7-dimethoxy-9-(4-(pyrrolidin-1-yl)phenyl)naphtho[2,3-c]furan-1(3H)-one COC1=CC2=CC3=C(C(OC3)=O)C(=C2C=C1OC)C1=CC=C(C=C1)N1CCCC1